2-(3-methoxyphenyl)-1H-imidazole COC=1C=C(C=CC1)C=1NC=CN1